methyl (E)-4-[benzyl-[(2R)-2-(tert-butoxycarbonylamino)propyl] amino]but-2-enoate C(C1=CC=CC=C1)N(C/C=C/C(=O)OC)C[C@@H](C)NC(=O)OC(C)(C)C